N[C@H](C(=O)[O-])[C@H](CN)O (2S,3S)-2,4-diamino-3-hydroxybutyrate